Cl(=O)(=O)(=O)O.CN1C=2C=CC=CC2C(C2=CC=CC=C12)C1=C(C=C(C=C1C)C)C 10-methyl-9-mesityl-acridine perchlorate